C(C)OC(C)N1N=CC(=C1)C=1C=CC=2N(C1N1CCCCC1)N=C(N2)N[C@H]2C[C@H](CCC2)OC2=CC=C(C=C2)[N+](=O)[O-] 6-(1-(1-ethoxyethyl)-1H-pyrazol-4-yl)-N-((1R,3S)-3-(4-nitrophenoxy)cyclohexyl)-5-(piperidin-1-yl)-[1,2,4]triazolo[1,5-a]pyridin-2-amine